N1=C(C=NC=C1)C#N pyrazin-2-carbonitril